OC(=O)C(F)(F)F.FC1CCC(CC1)CN(CCN1C2CC(CC1CC2)C=2C=C(C(=O)N)C=CC2)C([C@H](CO)O)=O 3-endo-(8-{2-[(4-fluorocyclohexylmethyl)-((S)-2,3-dihydroxy-propionyl)amino]ethyl}-8-azabicyclo[3.2.1]oct-3-yl)-benzamide TFA salt